3-(3-ethyl-5-(piperidin-4-yl)-1H-indol-2-yl)imidazo[1,2-a]pyrazine C(C)C1=C(NC2=CC=C(C=C12)C1CCNCC1)C1=CN=C2N1C=CN=C2